N-(4-fluoro-5-(((2S,4R)-4-((6-methoxypyridin-3-yl)oxy)-2-methylpyrrolidin-1-yl)methyl)thiazol-2-yl)acetamide FC=1N=C(SC1CN1[C@H](C[C@H](C1)OC=1C=NC(=CC1)OC)C)NC(C)=O